[Fe].[Ti].NC=1C(=NC(=C(N1)C1=CC=C(C=C1)F)C1=CC(=NC(=C1)C)C)C(=O)NCC1=C(C=C(C=C1)F)OC amino-6-(2,6-dimethylpyridin-4-yl)-N-(4-fluoro-2-methoxybenzyl)-5-(4-fluorophenyl)pyrazine-2-carboxamide Titanium-Iron